[Si](C)(C)(C(C)(C)C)OCC12C(C(CC(C(C1[2H])[2H])(O2)CO[Si](C)(C)C(C)(C)C)([2H])C2=CC(=C(N)C=C2)C2=CCC(CC2)(C)C)[2H] 4-[1,5-bis[[tert-butyl(dimethyl)silyl]oxymethyl]-2,3,6,7-tetradeuterio-8-oxabicyclo[3.2.1]octan-3-yl]-2-(4,4-dimethylcyclohexen-1-yl)aniline